pentylene 2,5-furandicarboxylate O1C2=CC=C1C(=O)OCCCCCOC2=O